2-Benzothiazolimine S1C(NC2=C1C=CC=C2)=N